trimethylethylene glycol dimethacrylate C(C(=C)C)(=O)OC(C(C)OC(C(=C)C)=O)(C)C